(S)-(4-(benzo[d]thiazol-2-yl)-7,8-dihydroimidazo[4,5-c]azepin-5(1H,4H,6H)-yl)(2-(pyridin-2-yl)-4-(trifluoromethyl)oxazol-5-yl)methanone S1C(=NC2=C1C=CC=C2)[C@H]2N(CCCC1=C2N=CN1)C(=O)C1=C(N=C(O1)C1=NC=CC=C1)C(F)(F)F